2'-(2-aminopyrimidin-5-yl)-N-ethyl-5',6'-dihydrospiro[azetidine-3,4'-pyrrolo[1,2-b]pyrazole]-1-carboxamide NC1=NC=C(C=N1)C=1C=C2N(N1)CCC21CN(C1)C(=O)NCC